O1C(C=CC=C1)=O (E)-pyran-2-one